C(C)C(CC)NC=1C=C(C=2N(N1)C(=NN2)C(C)C)NCC2=C(C=CC=C2)O 2-[[[6-(1-ethylpropylamino)-3-isopropyl-[1,2,4]triazolo[4,3-b]pyridazin-8-yl]amino]methyl]phenol